(R)-N-(5-(4-(5-chloro-4-fluoro-2-(2-hydroxypropan-2-yl)phenylamino)pyrimidin-2-ylamino)-2-(3-(dimethylamino)pyrrolidin-1-yl)-4-methoxyphenyl)acrylamide ClC=1C(=CC(=C(C1)NC1=NC(=NC=C1)NC=1C(=CC(=C(C1)NC(C=C)=O)N1C[C@@H](CC1)N(C)C)OC)C(C)(C)O)F